ClC=1C=C(C(=NC1)N1CC(N(C2(CCC2)C1=O)CC1=CC=C(C=C1)C(F)(F)F)=O)F 8-(5-chloro-3-fluoropyridin-2-yl)-5-(4-(trifluoromethyl)benzyl)-5,8-diazaspiro[3.5]nonane-6,9-dione